N-[(1H-benzimidazol-2-yl)methyl]-8-cyclobutyl-2-(morpholin-4-yl)pyrazolo[1,5-a][1,3,5]triazin-4-amine N1C(=NC2=C1C=CC=C2)CNC2=NC(=NC=1N2N=CC1C1CCC1)N1CCOCC1